1-(4-(5-((4-(4-morpholino-7H-pyrrolo[2,3-d]pyrimidin-6-yl)phenyl)sulfonyl)pyrimidin-2-yl)piperazin-1-yl)prop-2-en-1-one O1CCN(CC1)C=1C2=C(N=CN1)NC(=C2)C2=CC=C(C=C2)S(=O)(=O)C=2C=NC(=NC2)N2CCN(CC2)C(C=C)=O